disuccinate sodium salt [Na+].C(CCC(=O)[O-])(=O)[O-].C(CCC(=O)[O-])(=O)[O-].[Na+].[Na+].[Na+]